5-(benzyloxy)-6-methylpyrimidine-4-carboxylic acid C(C1=CC=CC=C1)OC=1C(=NC=NC1C)C(=O)O